C(C)N(C1=CC(=C(C(=O)C(COC(C2=CC=CC=C2)=O)CCCC)C=C1)O)CC benzoic acid 2-[4-(diethylamino) hydroxybenzoyl]hexyl ester